Ethyl 2-(4-(((5-oxo-4-(4-(trifluoro-methyl)phenyl)-4,5-dihydro-1H-1,2,4-triazol-1-yl)methyl)thio)phenoxy)-acetate O=C1N(C=NN1CSC1=CC=C(OCC(=O)OCC)C=C1)C1=CC=C(C=C1)C(F)(F)F